O=C1NC(CCC1OC1=CC=C(C=C1)C1CCN(CC1)CC(=O)NC1CCN(CC1)C1=CC=C(C=C1)C=1C=C2C(=NC1)NC=C2C(C2=C(C(=CC=C2F)NS(N(C)CC)(=O)=O)F)=O)=O 2-[4-[4-[(2,6-dioxo-3-piperidyl)oxy]phenyl]-1-piperidyl]-N-[1-[4-[3-[3-[[ethyl(methyl)sulfamoyl]amino]-2,6-difluoro-benzoyl]-1H-pyrrolo[2,3-b]pyridin-5-yl]phenyl]-4-piperidyl]acetamide